COC1=C(N)C=CC(=C1)N1CCC(CC1)O 2-methoxy-4-(4-hydroxy-piperidin-1-yl)aniline